2-(methoxy)butylacrylate COC(COC(C=C)=O)CC